N1=CC=CC=2C3=CC=CC=C3C(C12)=O aza-9H-fluorene-9-on